tert-butyl (3s,5s)-3-[6-(2-cyano-3,6-difluoro-phenoxy)-4-oxo-quinazolin-3-yl]-1-oxa-7-azaspiro[4.4]nonane-7-carboxylate C(#N)C1=C(OC=2C=C3C(N(C=NC3=CC2)[C@@H]2CO[C@@]3(C2)CN(CC3)C(=O)OC(C)(C)C)=O)C(=CC=C1F)F